COCCOCC=1C=C2C=C(NC2=C(C1)NC1CCOCC1)C1=CC=CC=C1 5-(2-methoxyethoxymethyl)-2-phenyl-N-tetrahydropyran-4-yl-1H-indol-7-amine